4-(5-(2-fluoro-6-methoxyphenyl)-1H-pyrazolo[3,4-c]pyridin-3-yl)-2-methoxy-N-methylbenzamide FC1=C(C(=CC=C1)OC)C=1C=C2C(=CN1)NN=C2C2=CC(=C(C(=O)NC)C=C2)OC